ethyl (2Z)-3-[(1-hydroxybut-2-yl)amino]-2-[(2,3,4,5-tetrafluorophenyl)carbonyl]prop-2-enoate OCC(CC)N\C=C(/C(=O)OCC)\C(=O)C1=C(C(=C(C(=C1)F)F)F)F